C(C)(C)(C)OC(=O)N1CC2(CC(C2)OCCOS(=O)(=O)C)CC1 2-(2-methylsulfonyloxyethoxy)-6-azaspiro[3.4]octane-6-carboxylic acid tert-butyl ester